C(C)(=O)N1C[C@H]([C@H](CC1)NC(=O)NC=1N=CC2=C(C(=C(C=C2C1)C1=C(C2=C(OCCN2)N=C1)C)F)N)F 1-((cis)-1-Acetyl-3-fluoropiperidin-4-yl)-3-(8-amino-7-fluoro-6-(8-methyl-2,3-dihydro-1H-pyrido[2,3-b][1,4]oxazin-7-yl)isoquinolin-3-yl)urea